hydroxyacetaminobenzoate OC=1C(=C(C(=O)[O-])C=CC1)NC(=O)C